N-(3-((1s,3s)-3-(cyanomethyl)-1-(4-methyl-4H-1,2,4-triazol-3-yl)cyclobutyl)phenyl)-7-(1-hydroxyethyl)-1H-pyrrolo[3,2-b]pyridine-5-carboxamide C(#N)CC1CC(C1)(C1=NN=CN1C)C=1C=C(C=CC1)NC(=O)C1=CC(=C2C(=N1)C=CN2)C(C)O